Tin phosphide P#[Sn]